6-methoxy-5,5-dimethyl-hex-3-ynoic acid ethyl ester C(C)OC(CC#CC(COC)(C)C)=O